FC(F)(F)[Si](O[Si](C(F)(F)F)(C(F)(F)F)C(F)(F)F)(C(F)(F)F)C(F)(F)F hexa(perfluoromethyl)disiloxane